ethyl (Z)-4-hydroxy-2-oxo-4-(m-tolyl)but-3-enoate O\C(=C/C(C(=O)OCC)=O)\C=1C=C(C=CC1)C